O1CCOC12CC=C(CC2)C2=CC=1NC(=C(C1S2)C(C)C)C=2C=C(C=1N(C2)N=CN1)C 2-(1,4-dioxaspiro[4.5]dec-7-en-8-yl)-6-isopropyl-5-(8-methyl-[1,2,4]triazolo[1,5-a]pyridin-6-yl)-4H-thieno[3,2-b]pyrrole